COCCN(CCOC1=CC=C(C(=O)N)C=C1)CCOC 4-(2-(bis(2-methoxyethyl)amino)ethoxy)benzamide